(2-carboxyethyl)glycine C(=O)(O)CCNCC(=O)O